C(C=C)(=O)N1C[C@H](CC1)NC1=NC=C(C=2N=CN(C(C21)=O)C)C2=NC=C(C=C2)C(F)(F)F (S)-5-((1-acryloylpyrrolidin-3-yl)amino)-3-methyl-8-(5-(trifluoromethyl)pyridin-2-yl)pyrido[4,3-d]pyrimidin-4(3H)-one